FC(C(=O)O)(F)F.FC1=C(C#N)C=C(C=C1)COC=1C=C2N(C(N1)=O)CC1N2CCN(C1)C(C(C)C)=O 2-Fluoro-5-(((2-isobutyryl-9-oxo-2,3,4,9,11,11a-hexahydro-1H-pyrazino[1',2':3,4]imidazo[1,2-c]pyrimidin-7-yl)oxy)methyl)benzonitrile 2,2,2-trifluoroacetate